3-dodecyloxy-2-hydroxypropyl-di-(2-hydroxyethyl)amine oxide C(CCCCCCCCCCC)OCC(C[N+](CCO)(CCO)[O-])O